Cl.O1C(=CC=C1)C1=CC(=C2CCNCC2=C1)C1=CC=C(C=C1)C(F)(F)F 7-(furan-2-yl)-5-(4-(trifluoromethyl)phenyl)-1,2,3,4-tetrahydroisoquinoline hydrochloride